1-(3-(2-Chloro-4-fluoro-3-methyl-5-nitrobenzamido)-4-(4-methyl-1,4-diazepan-1-yl)phenyl)-1H-1,2,3-triazole-4-carboxylate ClC1=C(C(=O)NC=2C=C(C=CC2N2CCN(CCC2)C)N2N=NC(=C2)C(=O)[O-])C=C(C(=C1C)F)[N+](=O)[O-]